N-(5-bromo-1,3,4-thiadiazol-2-yl)-2-((1-(4-fluorophenyl)-4-oxo-4,5-dihydro-1H-pyrazolo[3,4-d]pyrimidin-6-yl)thio)acetamid BrC1=NN=C(S1)NC(CSC=1NC(C2=C(N1)N(N=C2)C2=CC=C(C=C2)F)=O)=O